CC1=CC=C(C2=C1COC21CCC1)O 7-methylspiro[1H-isobenzofuran-3,1'-cyclobutane]-4-ol